N1=C\2C(=CC=C1)CC/C2=N\NC=2N=NC1=C(NC=3C=CC(=CC13)C)N2 (E)-3-(2-(5,6-dihydro-7H-cyclopenta[b]pyridin-7-ylidene)hydrazino)-8-methyl-5H-[1,2,4]triazino[5,6-b]indole